FC(CN1C=NC2=C1C=C(C=C2F)C=2C(=CN1N=C(N=C(C12)OC)N[C@H]1C(CN(C1)C(C)=O)(F)F)F)F (R)-1-(4-((5-(1-(2,2-difluoroethyl)-4-fluoro-1H-benzo[d]imidazol-6-yl)-6-fluoro-4-methoxypyrrolo[2,1-f][1,2,4]triazin-2-yl)amino)-3,3-difluoropyrrolidin-1-yl)ethan-1-one